C(C1=CC=CC=C1)C1N(CCC(C1)C(N(C)C(C)=O)=O)C(=O)OCCN1CCN(CC1)CCN 2-(4-(2-aminoethyl)piperazin-1-yl)ethanol benzyl-4-(acetyl(methyl)carbamoyl)piperidine-1-carboxylate